FC1(CCC(CC1)[C@H](NC(=O)C1=CC=NN1CC)C=1N=C2N(N=C(C(=C2)C)CC2C(NC[C@@H](C2)C(F)(F)F)=O)C1)F N-((1S)-(4,4-difluorocyclohexyl)(7-methyl-6-(((5R)-2-oxo-5-(trifluoromethyl)piperidin-3-yl)methyl)imidazo[1,2-b]pyridazin-2-yl)methyl)-1-ethyl-1H-pyrazole-5-carboxamide